C(C)(=O)N(C1=NC=CC(=C1)C=1C=C(C=CC1)C=1N=C(SC1)NC(CNC(=O)C=1C=C(C=CC1)C(CNC(OC(C)(C)C)=O)(C)C)=O)C tert-butyl N-[2-[3-[[2-[[4-[3-[2-[acetyl(methyl)amino]-4-pyridyl]phenyl]thiazol-2-yl]amino]-2-oxoethyl] carbamoyl]phenyl]-2-methyl-propyl]carbamate